OC1=CC=C(CC2(C3=NCN([C@H]4[C@H](O)[C@H](O)[C@@H](CO)O4)C3=NC=N2)N)C=C1 6-(4-hydroxybenzyl)-adenosine